P(CCC(=O)O)(CCC(=O)O)CCC(=O)O phosphinetriyl-tripropionic acid